CC1=CCC(CC1)C(CC1C(CCC1)=O)C 2-(2-(4-methylcyclohex-3-enyl)propyl)cyclopentanone